O1C=COC2=NC=CC(=C21)C(=O)[O-] dioxino[2,3-b]pyridine-8-carboxylate